1-(1H-Benzo[d]imidazol-5-yl)-5-(3-fluoro-4-methoxyphenyl)imidazolidin-2-on N1C=NC2=C1C=CC(=C2)N2C(NCC2C2=CC(=C(C=C2)OC)F)=O